NC1=NC(=NC=C1CN(C=O)\C(=C(\CCOP(=O)([O-])[O-])/[S-])\C)C.[Na+].N(=C=O)CC1(CCCCC1)CN=C=O.[Na+].[Na+] Bis(isocyanatomethyl)Cyclohexane sodium (Z)-4-(N-((4-amino-2-methylpyrimidin-5-yl)methyl)formamido)-3-sulfidopent-3-en-1-yl-phosphate